ClC1=CC=C2C(=CNC2=C1)CC(=O)N1CC2C(C(C1)C(=O)OCC)CNC2 ethyl 5-(2-(6-chloro-1H-indol-3-yl)acetyl)octahydro-1H-pyrrolo[3,4-c]pyridine-7-carboxylate